tertiary hexyl peroxyneodecanoate C(CCCCCC(C)(C)C)(=O)OOC(C)(C)CCC